2-(((2R,3S)-3-methylhexan-5-en-2-yl)sulfonyl)pyridine C[C@H]([C@@H](C)S(=O)(=O)C1=NC=CC=C1)CC=C